2-[(1Z)-5-Fluoro-2-methyl-1-[(4-phenoxyphenyl)methylidene]-1H-inden-3-yl]-N-hydroxyacetamide FC=1C=C2C(=C(/C(/C2=CC1)=C/C1=CC=C(C=C1)OC1=CC=CC=C1)C)CC(=O)NO